CN(C(CCC)CCCCCCCCC\C=C/C\C=C/CCCCC)C (14Z,17Z)-N,N-dimethyltricosan-14,17-dien-4-amine